C1(=CC=C(C=C1)CCCCC(CC(=O)O)(C)C)CCCCC(CC(=O)O)(C)C 7,7'-(1,4-phenylene)bis(3,3-dimethylheptanoic acid)